ClS(=O)(=O)N1CC2(CCCN2C(=O)OC(C)(C)C)CC1 Tert-butyl 7-(chlorosulfonyl)-1,7-diazaspiro[4.4]nonane-1-carboxylate